5-pentylfurfural C(CCCC)C1=CC=C(C=O)O1